ClC=1N=C(C=2OC[C@H](N(C2N1)CCN(C)C)COC)N[C@@H]1CCC=2NC3=CC=CC=C3C2C1 (7R)-2-chloro-8-[2-(dimethylamino)ethyl]-7-(methoxymethyl)-N-[(3R)-2,3,4,9-tetrahydro-1H-carbazol-3-yl]-6,7-dihydropyrimido[5,4-b][1,4]oxazin-4-amine